(3aR,5s,6aS)-4-({2-[(3-dimethylamino-1,2,4-thiadiazole-5-yl)carbamoyl]-hexahydrocyclopenta[c]pyrrole-5-yl}-methyl-amino)-1H-pyrrolo[2,3-b]pyridin-5-carbonitrile CN(C1=NSC(=N1)NC(=O)N1C[C@@H]2[C@H](C1)CC(C2)N(C2=C1C(=NC=C2C#N)NC=C1)C)C